3-(6-Chloro-3-methyl-1H-pyrazolo[4,3-c]pyridin-1-yl)-4-methoxy-N-methylbenzenesulfonamide ClC1=CC2=C(C=N1)C(=NN2C=2C=C(C=CC2OC)S(=O)(=O)NC)C